1-[4-[(3-methyl-4-[[1,2,4]triazolo[1,5-a]pyridin-7-ylsulfanyl]phenyl)amino]quinazolin-6-yl]-3-methylidenepyrrolidin-2-one CC=1C=C(C=CC1SC1=CC=2N(C=C1)N=CN2)NC2=NC=NC1=CC=C(C=C21)N2C(C(CC2)=C)=O